4-(((3S,4S)-1-((2-bromo-4-fluorophenyl)sulfonyl)-4-hydroxy-4-(hydroxymethyl)pyrrolidin-3-yl)oxy)-2-fluorobenzonitrile BrC1=C(C=CC(=C1)F)S(=O)(=O)N1C[C@@H]([C@](C1)(CO)O)OC1=CC(=C(C#N)C=C1)F